ClC1=NC=C2N=C(N(C2=N1)CC1=CC=C(C=C1)C=1N(C=C(N1)C(F)(F)F)C)CCl 2-Chloro-8-(chloromethyl)-9-(4-(1-methyl-4-(trifluoromethyl)-1H-imidazol-2-yl)benzyl)-9H-purine